2-((1S,2R)-1-(2-chloro-5-fluorophenyl)-1-(1,5-dimethyl-1H-pyrazol-3-yl)propan-2-yl)-5-hydroxy-N-(isoxazol-4-yl)-1-methyl-6-oxo-1,6-dihydropyrimidine-4-carboxamide ClC1=C(C=C(C=C1)F)[C@H]([C@@H](C)C=1N(C(C(=C(N1)C(=O)NC=1C=NOC1)O)=O)C)C1=NN(C(=C1)C)C